(S)-1-((3aR,5S,6aR)-2,2-Dimethyltetrahydrofuro[2,3-d][1,3]dioxol-5-yl)ethylacetate CC1(O[C@H]2[C@@H](O1)O[C@@H](C2)[C@H](C)OC(C)=O)C